Methyl nonane-7-carboxylate CCCCCCC(CC)C(=O)OC